2,5-dimethyl-2,5-di(tert-butylperoxy)hex-3-yne CC(C)(C#CC(C)(OOC(C)(C)C)C)OOC(C)(C)C